C(#N)C1=C(C=NC=C1)OC[C@H]1N(CC1)C(=O)OC(C)(C)C tert-butyl (2S)-2-{[(4-cyanopyridin-3-yl)oxy]methyl}azetidine-1-carboxylate